NC1=C2C(=NC=N1)N(N=C2C2=CC=C(C=C2)OC2=CC=CC=C2)C2CCN(CC2)C(=O)N2CCN(CC2)CC2CCN(CC2)C=2C=C1CN(C(C1=CC2)=O)C2C(NC(CC2)=O)=O 3-(5-(4-((4-(4-(4-amino-3-(4-phenoxyphenyl)-1H-pyrazolo[3,4-d]pyrimidin-1-yl)piperidine-1-carbonyl)piperazin-1-yl)methyl)piperidin-1-yl)-1-oxoisoindolin-2-yl)piperidine-2,6-dione